FC1=C(C=CC(=C1)C=1C=NN(C1)C1OCCCC1)C1CCN(CC1)C(=O)OC(C)(C)C tert-butyl 4-(2-fluoro-4-(1-(tetrahydro-2H-pyran-2-yl)-1H-pyrazol-4-yl)phenyl)piperidine-1-carboxylate